(furan-2-ylmethoxy)-2-methylpyrazolo[1,5-a]quinazoline O1C(=CC=C1)COC=1C(=NN2C1N=CC1=CC=CC=C21)C